CC1=C(C=NC=C1)C=1C=C(C(=O)NC2=NC=CC=C2)C=C(C1)C(F)(F)F 3-(4-methylpyridin-3-yl)-N-(pyridin-2-yl)-5-(trifluoromethyl)benzamide